BrCCC1=CC=C(OC2COCCC2)C=C1 3-(4-(2-bromoethyl)phenoxy)tetrahydro-2H-pyran